C(C=C)NNC1=C(C(=O)OC)C=CC(=N1)Cl Methyl 2-(2-allylhydrazineyl)-6-chloronicotinate